N-(thiophene-3-ylmethyl)acetamide S1C=C(C=C1)CNC(C)=O